O=C1NC(CCC1N1C(C2=CC=CC(=C2C1=O)N1CCC(CC1)C=O)=O)=O 1-[2-(2,6-dioxo-3-piperidyl)-1,3-dioxo-isoindolin-4-yl]piperidine-4-carbaldehyde